FC1=C(C(=CC=C1)C=C)C(C(=O)OC)O methyl 2-(2-fluoro-6-vinylphenyl)-2-hydroxyacetate